O=C1NC(CCC1C1=COC2=C1C=C(C=C2)NC(C2=CC(=C(C=C2)CN2CCCCC2)F)=O)=O N-(3-(2,6-dioxopiperidin-3-yl)benzofuran-5-yl)-3-fluoro-4-(piperidin-1-ylmethyl)benzamide